N1C=C(C2=CC=CC=C12)C1=C(C(=C(C=C1)C)C1=CNC2=CC=CC=C12)[N+](=O)[O-] [bis(indol-3-yl)-3-nitro-phenyl]methane